C(C)(C)(C)OC(=O)N1[C@@H](CN([C@H](C1)C)C=1C2=C(N=CN1)NC(=C2C(F)(F)F)C)C (2r,5s)-2,5-dimethyl-4-(6-methyl-5-(trifluoromethyl)-7H-pyrrolo[2,3-d]pyrimidin-4-yl)piperazine-1-carboxylic acid tert-butyl ester